tert-Butyl 2-(6-bromo-8-fluoro-3,4-dihydro-1H-carbazol-9(2H)-yl)ethylcarbamate BrC=1C=C2C=3CCCCC3N(C2=C(C1)F)CCNC(OC(C)(C)C)=O